tert-butyl-3-(tosyloxy)azetidine-1-carboxylate C(C)(C)(C)OC(=O)N1CC(C1)OS(=O)(=O)C1=CC=C(C)C=C1